1-(4-Methyl-2,3,5,7-tetrahydro-1-oxa-6,8-diaza-s-indacen-6-yl)-2-[1-(5-trifluoromethyl-pyrimidin-2-yl)-azetidin-3-yl]-ethanone CC1=C2CCOC2=NC=2CN(CC12)C(CC1CN(C1)C1=NC=C(C=N1)C(F)(F)F)=O